S1C(=CC=C1)S(=O)(=O)N1N=CN=C1 1-(thiophen-2-ylsulfonyl)-1H-1,2,4-triazole